3-(5-fluoropyridin-3-yl)acrylamide FC=1C=C(C=NC1)C=CC(=O)N